trans-6-fluoro-N-(4-hydroxy-4-methylcyclohexyl)-8-(2-(2,2,2-trifluoroethoxy)phenyl)imidazo[1,2-a]pyridine-2-carboxamide FC=1C=C(C=2N(C1)C=C(N2)C(=O)NC2CCC(CC2)(C)O)C2=C(C=CC=C2)OCC(F)(F)F